N-(3-fluoro-4-(5-(trifluoromethyl)-1,3,4-oxadiazol-2-yl)benzyl)-N-(pyridin-3-yl)methanesulfonamide methyl-(2R,4S)-4-methoxy-1-phenylpyrrolidine-2-carboxylate COC(=O)[C@@H]1N(C[C@H](C1)OC)C1=CC=CC=C1.FC=1C=C(CN(S(=O)(=O)C)C=2C=NC=CC2)C=CC1C=1OC(=NN1)C(F)(F)F